3-Propyl-2-(4-propylphenethyl)-6-((tetrahydro-2H-pyran-2-yl)methoxy)pyridin-4-ol C(CC)C=1C(=NC(=CC1O)OCC1OCCCC1)CCC1=CC=C(C=C1)CCC